4-(((6-amino-3,5-dicyano-4-ethoxypyridin-2-yl)thio)methyl)benzylcarbamic acid tert-butyl ester C(C)(C)(C)OC(NCC1=CC=C(C=C1)CSC1=NC(=C(C(=C1C#N)OCC)C#N)N)=O